COC1=C(CN2C(NC3=CC(=CC=C3C2=O)CN2CCN(CC2)C=2C=CC(=NC2)C(=O)NC)=O)C=CC(=C1)OC 5-(4-((3-(2,4-dimethoxybenzyl)-2,4-dioxo-1,2,3,4-tetrahydroquinazolin-7-yl)methyl)piperazin-1-yl)-N-methylpicolinamide